FC=1C=C2C(=CNC2=C(C1)F)NC(C(F)(F)F)=O (5,7-difluoro-1H-indol-3-yl)-2,2,2-trifluoroacetamide